C(C=CCCCCCCCCCC)(=O)[O-].[Na+] sodium tridecenate